1-(5-((5-cyano-4-(2-fluorophenyl)thiazol-2-yl)carbamoyl)pyridin-2-yl)piperidine-4-carboxylic acid methyl ester COC(=O)C1CCN(CC1)C1=NC=C(C=C1)C(NC=1SC(=C(N1)C1=C(C=CC=C1)F)C#N)=O